CC1=CC=C(C=C1)CC(C(=O)C1=CC=C(C=C1)N1CCOCC1)CC 2-((4-Methylphenyl)Methyl)-1-(4-(4-morpholinyl)phenyl)-1-butanone